C(#N)C1=CC(=C(C=C1)NS(=O)(=O)C1=CNC2=CC(=CC=C12)C=1C(=NOC1C)C)F N-(4-cyano-2-fluorophenyl)-6-(3,5-dimethyl-1,2-oxazol-4-yl)-1H-indole-3-sulfonamide